C(C)(C)(C)OC(=O)N[C@H](C(=O)OCN1N=C(C=C1)NC=1NC=2N(C(C1C1=CC=C(C=C1)OC)=O)N=C(C2C2=CC=CC=C2)C2=CC=CC=C2)C(C)C (S)-(3-((6-(4-methoxyphenyl)-7-oxo-2,3-diphenyl-4,7-dihydropyrazolo[1,5-a]pyrimidin-5-yl)amino)-1H-pyrazol-1-yl)methyl 2-((tert-butoxycarbonyl)amino)-3-methylbutanoate